tert-butyl 2-(2-(3-amino-4-(3-carbamoylpiperidin-1-yl)benzamido)-5-fluorophenyl)acetate NC=1C=C(C(=O)NC2=C(C=C(C=C2)F)CC(=O)OC(C)(C)C)C=CC1N1CC(CCC1)C(N)=O